C1(=CC=CC=C1)OS(=O)(=O)C=1NC2=C(N1)C=CC=C2 phenylbenzimidazolesulphonate